N1(CCC1)C(=O)C1N(CCCC1)[C@H]1[C@@H](CCC1)C |r| (azetidine-1-carbonyl)-1-((1RS,2RS)-2-methyl-cyclopentyl)-piperidin